1-(2-fluorophenyl)thiourea FC1=C(C=CC=C1)NC(=S)N